aminopyridine-4-formic acid NC1=NC=CC(=C1)C(=O)O